FC1=C(C(=C2C=CNC2=C1F)S(=O)C)OC=1C=CC(=C(C1)C1=NC(=NN1C)C1(CCOC2=C(C=CC=C12)CCC(=O)OCC)C)F ethyl 3-[4-[5-[5-[(6,7-difluoro-4-methylsulfinyl-1H-indol-5-yl)oxy]-2-fluoro-phenyl]-1-methyl-1,2,4-triazol-3-yl]-4-methyl-chroman-8-yl]propanoate